C(C1=CC=CC=C1)(C1=CC=CC=C1)N1CC(C1)C=1N=C2N(C=C(C(=C2)OC(C)C)NC(=O)C2=NC(=CC=C2)C(F)(F)F)C1 N-[2-(1-benzhydrylazetidin-3-yl)-7-isopropoxy-imidazo[1,2-a]pyridin-6-yl]-6-(trifluoromethyl)pyridine-2-carboxamide